C(=O)(OC(C)(C)C)NCCCCCCBr N-Boc-6-bromo-hexylamine